1-(4-(2-cyanobenzyl)-3,4-dihydro-2H-benzo[b][1,4]thiazin-7-yl)-3-(1H-indol-3-yl)urea C(#N)C1=C(CN2C3=C(SCC2)C=C(C=C3)NC(=O)NC3=CNC2=CC=CC=C32)C=CC=C1